O=C1NC(CCC1N1C(C2=CC=CC(=C2C1=O)O)=O)=O 2-(2,6-dioxopiperidine-3-yl)-4-hydroxyisoindoline-1,3-dione